[Ni].[Mn].[Co].[Ni] nickel-cobalt-manganese nickel